2-[3-(4-ethylpyrazol-1-yl)-1-[2-[4-[3-(4-methylpiperazine-1-carbonyl)azetidine-1-carbonyl]anilino]-[1,2,4]triazolo[1,5-a]pyridin-8-yl]azetidin-3-yl]acetonitrile C(C)C=1C=NN(C1)C1(CN(C1)C=1C=2N(C=CC1)N=C(N2)NC2=CC=C(C=C2)C(=O)N2CC(C2)C(=O)N2CCN(CC2)C)CC#N